2,2,4,4-tetra(trifluoromethyl)-1,3-dithiolane FC(C1(SCC(S1)(C(F)(F)F)C(F)(F)F)C(F)(F)F)(F)F